(2,3-dimethoxy-3-phenylindol-1-yl)(phenyl)methanone COC1N(C2=CC=CC=C2C1(C1=CC=CC=C1)OC)C(=O)C1=CC=CC=C1